FC(C1=CC=CC(=N1)CN1CC2(C1)CCN(CC2)C(=O)OC(C)(C)C)(F)F tert-butyl 2-((6-(trifluoromethyl)pyridin-2-yl)methyl)-2,7-diazaspiro[3.5]nonane-7-carboxylate